C(C)OC([C@H](CCC1=NC2=C(N1C)C=CC(=C2)[N+](=O)[O-])N)=O.N2(CCNCC2)CCOC=2C=CC(=NC2)NC(=O)C2CCNCC2 N-(5-(2-(piperazin-1-yl)ethoxy)pyridin-2-yl)piperidine-4-carboxamide ethyl-(2S)-2-amino-4-(1-methyl-5-nitro-benzimidazol-2-yl)butanoate